N-(2-(methylamino)-2-phenylethyl)isoindoline-2-carboxylic acid amide CNC(CNC(=O)N1CC2=CC=CC=C2C1)C1=CC=CC=C1